N-((3R,5R)-1-(6-Chloro-1-methyl-5-nitro-1H-benzo[d]imidazol-2-yl)-5-fluoropiperidin-3-yl)-5-(trifluoromethyl)pyrimidin-2-amine ClC=1C(=CC2=C(N(C(=N2)N2C[C@@H](C[C@H](C2)F)NC2=NC=C(C=N2)C(F)(F)F)C)C1)[N+](=O)[O-]